N-(4-((5-(benzyloxy)-3-fluoro-2-(2-methoxyphenyl)-1H-indol-1-yl)methyl)phenethyl)propan-1-amine C(C1=CC=CC=C1)OC=1C=C2C(=C(N(C2=CC1)CC1=CC=C(CCNCCC)C=C1)C1=C(C=CC=C1)OC)F